N-[[4-(difluoromethyl)phenyl]methyl]-3-methyl-N-[3-(methylamino)-3-oxo-propyl]-5-(2-methylpyrazol-3-yl)benzothiophene-2-carboxamide FC(C1=CC=C(C=C1)CN(C(=O)C=1SC2=C(C1C)C=C(C=C2)C=2N(N=CC2)C)CCC(=O)NC)F